(1R)-5-bromo-1-methyl-3,4-dihydroisoquinoline-2(1H)-carboxylic acid tert-butyl ester C(C)(C)(C)OC(=O)N1[C@@H](C2=CC=CC(=C2CC1)Br)C